2-O-acetyl-L-malic anhydride C(C)(=O)O[C@@H]1C(=O)OC(C1)=O